1-((6-chloropyridin-3-yl)methyl)pyridin-2(1H)-imine hydrochloride Cl.ClC1=CC=C(C=N1)CN1C(C=CC=C1)=N